N=1C=NC2=CN=CCC21 7H-imidazo[4,5-c]pyridine